C(C)(C)(C)OC(N([C@H]1CC(CC1)=O)C)=O |r| rac-methyl-(3-oxo-cyclopentyl)carbamic acid tert-butyl ester